ethanol phosphate potassium salt [K+].P(=O)([O-])([O-])OCC.[K+]